5-(4-(aminosulfonyl)-phenyl)-2,2-dimethyl-4-(3-fluorophenyl)-3(2H)-furanone NS(=O)(=O)C1=CC=C(C=C1)C1=C(C(C(O1)(C)C)=O)C1=CC(=CC=C1)F